CC1CCN(CC1)C(=O)[O-] 4-methylpiperidine-1-Carboxylate